FC=1C=C2CCCC(C2=CC1)=O 6-fluoro-1,2,3,4-tetrahydronaphthalen-1-one